4-bromo-2-chloro-1-methyl-6-Oxo-1,6-dihydropyridine-3-carboxylic acid methyl ester COC(=O)C1=C(N(C(C=C1Br)=O)C)Cl